(R)-2-(benzyloxy)-2-(trifluoromethyl)pent-4-enehydrazide C(C1=CC=CC=C1)O[C@@](C(=O)NN)(CC=C)C(F)(F)F